C1N(CCC2=CC=CC=C12)C[C@H](CN1C(C=2C=CC(=NC2CC1)OC1CCN(CC1)CC(C)(C)O)=O)O 6-[(2R)-3-(3,4-dihydro-1H-isoquinolin-2-yl)-2-hydroxypropyl]-2-[[1-(2-hydroxy-2-methyl-propyl)-4-piperidinyl]oxy]-7,8-dihydro-1,6-naphthyridin-5-one